(R)-1-(5-(5-(difluoromethoxy)-6-methoxypyridin-3-yl)pyrazolo[1,5-A]pyridin-2-yl)-3-(1-hydroxy-3-methylbutan-2-yl)urea FC(OC=1C=C(C=NC1OC)C1=CC=2N(C=C1)N=C(C2)NC(=O)N[C@@H](CO)C(C)C)F